2-(3-(2,6-dioxopiperidin-3-yl)-1H-indazol-1-yl)-N-(4-(methylsulfonyl)phenyl)-acetamide O=C1NC(CCC1C1=NN(C2=CC=CC=C12)CC(=O)NC1=CC=C(C=C1)S(=O)(=O)C)=O